COC(=O)C1COC2=C1C=C(C(=C2)N2CCN(CC2)C(=O)OC(C)(C)C)C tertbutyl 4-(3-(methoxycarbonyl)-5-methyl-2,3-dihydrobenzofuran-6-yl)piperazine-1-carboxylate